(4-(2-methyl-4-(trifluoromethyl)-1H-pyrrolo[2,3-c]pyridin-7-yl)piperazin-1-yl)methanone CC1=CC=2C(=C(N=CC2C(F)(F)F)N2CCN(CC2)C=O)N1